BrC=1SC(=CN1)C(=O)NC1=C2C=NN(C2=CC=C1Br)C1OCCCC1 2-Bromo-N-(5-bromo-1-(tetrahydro-2H-pyran-2-yl)-1H-indazol-4-yl)thiazole-5-carboxamide